(2H-1,2,3-Triazole-1-yl)acetic acid N1(NNC=C1)CC(=O)O